C1(CCCC1)CCCOC1=C(C=CC(=C1)[N+](=O)[O-])F 2-(3-cyclopentylpropoxy)-1-fluoro-4-nitrobenzene